methyl 2-amino-4-hydroxy-6-oxo-1,6-dihydropyridine-3-carboxylate NC=1NC(C=C(C1C(=O)OC)O)=O